2-Bromoacrylonitrile BrC(C#N)=C